S1C(=NC2=C1C=CC=C2)NC2=C(C=C(N=N2)N(C=2SC(=C(N2)C(=O)O)N2CCC(CC2)COC2=CC=CC=C2)C)C 2-({6-[(1,3-Benzothiazol-2-yl)amino]-5-methylpyridazin-3-yl}(methyl)amino)-5-[4-(phenoxymethyl)piperidin-1-yl]-1,3-thiazole-4-carboxylic acid